3,3-Dimethylbutane-1,2-diamine dihydrochloride Cl.Cl.CC(C(CN)N)(C)C